BrC1=CC(=C(C=C1F)CC(=O)Cl)F 2-(4-bromo-2,5-difluoro-phenyl)acetyl chloride